C(O[C@@H]1CC[C@H](CC1)CO[Si](C)(C)C(C)(C)C)(OC1=CC=C(C=C1)[N+](=O)[O-])=O trans-4-(((tert-butyldimethylsilyl)oxy)methyl)cyclohexyl (4-nitrophenyl) carbonate